ClC1=C(C(=O)N2CC3=CC=CC(=C3CC2)[C@@H]([C@@H](C(=O)O)C)C)C(=CC(=C1)OCCOC)Cl (2S,3R)-3-[2-[2,6-Dichloro-4-(2-methoxyethoxy)benzoyl]-3,4-dihydro-1H-isoquinolin-5-yl]-2-methylbutanoic acid